8-chloro-2-methyl-3-(3-(1,2,3,4-tetrahydroisoquinoline-2-carbonyl)phenyl)-5,6-dihydro-2H-2,6-methanobenzo[g][1,3,5]oxadiazocin-4(3H)-one ClC=1C=CC2=C(C3NC(N(C(O2)(C3)C)C3=CC(=CC=C3)C(=O)N3CC2=CC=CC=C2CC3)=O)C1